BrC=1C=C2C=C(N=CC2=CC1Cl)NC(=O)C1CCCC1 N-(6-bromo-7-chloroisoquinolin-3-yl)cyclopentanecarboxamide